COC=1C=C(C=C(C1OC)OC)N1C=NC(=C1)NC=1C2=C(N=C(N1)N1[C@H](CCC1)C(=O)N)C=CO2 (R)-1-(4-((1-(3,4,5-trimethoxyphenyl)-1H-imidazol-4-yl)amino)furo[3,2-d]pyrimidin-2-yl)pyrrolidine-2-carboxamide